CN1N=C(C=C1C(=O)N[C@@H](C)C1=NC(=NO1)C1=CC(=NC=C1)OC)C(F)(F)F 2-methyl-N-[(1S)-1-[3-(2-methoxy-4-pyridyl)-1,2,4-oxadiazol-5-yl]ethyl]-5-(trifluoromethyl)pyrazole-3-carboxamide